C(C#C)O R-propargyl alcohol